(E)-N-(1-((1-phenyl-5-(trifluoromethyl)-1H-pyrazol-4-yl)methyl)pyridin-2(1H)-ylidene)trifluoroacetamide C1(=CC=CC=C1)N1N=CC(=C1C(F)(F)F)CN1\C(\C=CC=C1)=N\C(C(F)(F)F)=O